FC(C(=O)O)(F)F.NC=1C2=C(N=CN1)N(C(=C2C2=CC=C(C(=O)NC1CNCC1)C=C2)C2=CC=C(C=C2)NC(C(=C)C)=O)C 4-(4-amino-6-(4-methacrylamido-phenyl)-7-methyl-7H-pyrrolo[2,3-d]pyrimidin-5-yl)-N-(pyrrolidin-3-yl)benzamide 2,2,2-trifluoroacetate